Benzyl (((1s,4s)-4-(3-butylureido)cyclohexyl)methyl)(methyl)carbamate C(CCC)NC(NC1CCC(CC1)CN(C(OCC1=CC=CC=C1)=O)C)=O